ClC1=NN2C(C(=N1)NCC=1SC=CC1)=CC=C2Cl 2,7-dichloro-N-(thiophen-2-ylmethyl)pyrrolo[2,1-f][1,2,4]triazin-4-amine